C(C)(C)N(CCNC(C1=CC=C(C=C1)N1C=CC=2C=NC=CC21)=O)C(C)C N-[2-(diisopropylamino)ethyl]-4-(1H-pyrrolo[3,2-c]pyridine-yl)benzamide